C=CC=CCC 1,3-Hexadien